1-(4-((7-methoxy-4-((4-methoxy-3'-(trifluoromethoxy)-[1,1'-biphenyl]-3-yl)amino)quinazoline-6-yl)oxy)piperidin-1-yl)prop-2-en-1-one COC1=C(C=C2C(=NC=NC2=C1)NC=1C=C(C=CC1OC)C1=CC(=CC=C1)OC(F)(F)F)OC1CCN(CC1)C(C=C)=O